1-{3-[6-(2,2-difluoro-1-hydroxyethyl)pyridin-2-yl]-2-[4-(2,4-difluorophenoxy)piperidin-1-yl]-5H,6H,7H,8H-pyrido[3,4-b]pyrazin-6-yl}ethan-1-one FC(C(O)C1=CC=CC(=N1)C1=C(N=C2C(=N1)CN(CC2)C(C)=O)N2CCC(CC2)OC2=C(C=C(C=C2)F)F)F